vinylmethyldi(methoxyethoxy)silane C(=C)C[SiH](OCCOC)OCCOC